CN1N=C2[C@@H](N(CCC2=C1C1=NC(=CN=C1)C(F)(F)F)C(=O)C1=NN(C=N1)C=1C(NC=CC1)=O)C 3-[3-[(7S)-2,7-Dimethyl-3-[6-(trifluoromethyl)pyrazin-2-yl]-5,7-dihydro-4H-pyrazolo[3,4-c]pyridine-6-carbonyl]-1,2,4-triazol-1-yl]-1H-pyridin-2-one